N-(8-bromonaphthalen-1-yl)-tert-butylsulfinamide BrC=1C=CC=C2C=CC=C(C12)NS(=O)C(C)(C)C